C(CCCCCCCCCCC)OC(C(C)C)=O.C(CCCCCCCCCCC)OC(C(C)C)=O.CN(C)CC1=CC=C(C=C1)S(=O)(=O)NC(CC1=C(C=C(C=C1C(C)C)C1=CC=C(C=C1)C)C(C)C)=O N-[4-[(dimethylamino)methyl]phenyl]sulfonyl-2-[4-(4-methylphenyl)-2,6-di(propan-2-yl)phenyl]acetamide dodecyl-isobutyrate Dodecyl-isobutyrate